2-[6-cyclopropyl-2-(3,4-dimethoxyphenyl)-3-oxo-pyridazine-4-carbonyl]-5-methyl-cyclohexane-1,3-dione C1(CC1)C=1C=C(C(N(N1)C1=CC(=C(C=C1)OC)OC)=O)C(=O)C1C(CC(CC1=O)C)=O